C(C)(C)(C)OC(NCCCN(C(CCl)=O)[C@H](C(C)(C)C)C=1N(C=C(N1)C1=C(C=CC(=C1)F)F)CC1=CC=CC=C1)=O tert-butyl-{3-[{(1R)-1-[1-benzyl-4-(2,5-difluorophenyl)-1H-imidazol-2-yl]-2,2-dimethylpropyl}(chloroacetyl)amino]propyl}carbamate